(2s,4s)-2-[2-(3-methoxyphenyl)-7-azaspiro[3.5]nonane-7-carbonyl]-7-oxa-5-azaspiro[3.4]octan-6-one COC=1C=C(C=CC1)C1CC2(C1)CCN(CC2)C(=O)C2CC1(C2)NC(OC1)=O